NCCCC(CO)(C)C 5-amino-2,2-dimethylpentanol